(R)-2-amino-3-(4-dihydroxyboryl-2-(difluoromethyl)phenyl)-2-methylpropanoic acid N[C@@](C(=O)O)(CC1=C(C=C(C=C1)B(O)O)C(F)F)C